BrC1=CC=C(CC2N(C(CC2C(=O)NCC)=O)CC)C=C1 (4-bromobenzyl)-N,1-diethyl-5-oxopyrrolidine-3-carboxamide